FC=1C=C(C=CC1)C1=C2C=NN(C2=CC=C1)C 4-(3-fluorophenyl)-1-methyl-1H-indazole